2,2'-[[(Methyl-1H-benzotriazol-1-yl)Methyl]imino]bisethane CC1=CC=CC=2N(N=NC21)CN(CC)CC